NC1=C(C=C(C=N1)NC(C(=O)N1[C@@H](CC([C@H](C1)C)(F)F)C1=CC=C(C=C1)F)=O)C N-(6-amino-5-methyl-3-pyridyl)-2-[(2S,5S)-4,4-difluoro-2-(4-fluorophenyl)-5-methyl-1-piperidyl]-2-oxo-acetamide